bis[3,5-bis(carboxymethoxy)phenyl]naphthoporphine C(=O)(O)COC=1C=C(C=C(C1)OCC(=O)O)N1C=2C=CC1=CC=1C=CC(=CC3=CC=C(N3C3=CC(=CC(=C3)OCC(=O)O)OCC(=O)O)C=C3C4=C(C(C2)=N3)C3=CC=CC=C3C=C4)N1